4-[[(2S)-4-tert-butoxy-2-[4-(5-chloro-2-propionyl-phenyl)-2-oxo-5-(tridecylmethoxy)-1-pyridinyl]butanoyl]amino]benzoic acid C(C)(C)(C)OCC[C@@H](C(=O)NC1=CC=C(C(=O)O)C=C1)N1C(C=C(C(=C1)OCCCCCCCCCCCCCC)C1=C(C=CC(=C1)Cl)C(CC)=O)=O